1-[(4-Chlorophenyl)Methyl]-4-(2-Hydroxyethyl)-4,5-Dihydro-1H-1,2,4-Triazol-5-One ClC1=CC=C(C=C1)CN1N=CN(C1=O)CCO